NC1=C(C=2N(C(N(CC2C=N1)C1=C(C(=CC(=C1F)OC)OC)F)=O)C)C1=CC=NN1C 7-amino-3-(2,6-difluoro-3,5-dimethoxyphenyl)-1-methyl-8-(1-methyl-1H-pyrazol-5-yl)-3,4-dihydropyrido[4,3-d]pyrimidin-2(1H)-one